HEXYLRESORCINOL CCCCCCC1C=CC(O)=CC=1O